C1CN(CCC12CCNCC2)C=2C=CC(=NC2)NC=2C(=NC=C(N2)N2C[C@@H](CCC2)N2C(N(CC2)C)=O)C(=O)N (R)-3-((5-(3,9-diazaspiro[5.5]undec-3-yl)pyridin-2-yl)amino)-5-(3-(3-methyl-2-oxoimidazolidin-1-yl)piperidin-1-yl)pyrazine-2-carboxamide